1-(t-butoxycarbonyl)-3-methylpyrrolidine-3-carboxylic acid C(C)(C)(C)OC(=O)N1CC(CC1)(C(=O)O)C